C1=C(C=CC2=CC=CC=C12)CC#N 2-naphthylacetonitrile